undecylenate C(CCCCCCCCC=C)(=O)[O-]